3-(benzyloxy)-4-methyl-5-(2-phenyloxazol-5-yl)picolinic acid C(C1=CC=CC=C1)OC=1C(=NC=C(C1C)C1=CN=C(O1)C1=CC=CC=C1)C(=O)O